4-(3-(3,5-difluoro-4-(4-(piperidin-4-yl)piperazin-1-yl)phenyl)-2-methyl-3H-imidazo[4,5-b]pyridin-5-yl)pyridin-2-amine FC=1C=C(C=C(C1N1CCN(CC1)C1CCNCC1)F)N1C(=NC=2C1=NC(=CC2)C2=CC(=NC=C2)N)C